ClCCCN1CC(C1)OC1=CC(=C(C(=C1)F)[C@H]1N([C@@H](CC2=C1NC1=CC=CC=C21)C)CC(C)(C)F)F (1R,3R)-1-(4-((1-(3-chloropropyl)azetidin-3-yl)oxy)-2,6-difluorophenyl)-2-(2-fluoro-2-methylpropyl)-3-methyl-2,3,4,9-tetrahydro-1H-pyrido[3,4-b]indole